O=C1NC(CCC1N1C(C2=CC=CC(=C2C1=O)N1CCC(CC1)OCC(=O)O)=O)=O 2-({1-[2-(2,6-dioxopiperidin-3-yl)-1,3-dioxo-2,3-dihydro-1H-isoindol-4-yl]piperidin-4-yl}oxy)acetic acid